N-(2-methyl-2-azaspiro[3.3]heptan-6-yl)-5-(3-methylimidazo[1,2-a]pyrimidin-6-yl)pyrrolo[2,1-f][1,2,4]triazin-2-amine CN1CC2(C1)CC(C2)NC2=NN1C(C=N2)=C(C=C1)C=1C=NC=2N(C1)C(=CN2)C